BrC1=CC(=C(N)C=C1OC)[N+](=O)[O-] 4-bromo-5-methoxy-2-nitro-aniline